methyl-2-isopropyl-bicyclo(2.2.1)-heptane-2-carboxamide CC12C(CC(CC1)C2)(C(=O)N)C(C)C